ClC1=CC2=C(N=CN(C2=O)C2CC(CCC2)O)C(=N1)C=1C=NN(C1)C 6-chloro-3-(3-hydroxycyclohexyl)-8-(1-methyl-1H-pyrazol-4-yl)pyrido[3,4-d]pyrimidin-4(3H)-one